4-[[2-(6-oxo-2,5-diazaspiro[3.4]octane-2-carbonyl)-2-azaspiro[3.3]heptan-6-yl]methyl]-2-(trifluoromethyl)benzonitrile O=C1NC2(CN(C2)C(=O)N2CC3(C2)CC(C3)CC3=CC(=C(C#N)C=C3)C(F)(F)F)CC1